C(C)(C)(C)[Si](OCCOC1=C(C=C(C=C1C)C1=NC2=CC(=CC(=C2C(N1)=O)F)F)C)(C)C 2-{4-[2-(tert-butyl-dimethyl-silanyloxy)-ethoxy]-3,5-dimethyl-phenyl}-5,7-difluoro-3H-quinazolin-4-one